bis[3-(3,5-dimethyl-4-hydroxybenzyl)-4-hydroxy-5-ethylphenyl]methane CC=1C=C(CC=2C=C(C=C(C2O)CC)CC2=CC(=C(C(=C2)CC)O)CC2=CC(=C(C(=C2)C)O)C)C=C(C1O)C